3-[3-[4-(1-bromoethyl)phenyl]-5-phenyl-imidazo[4,5-b]pyridin-2-yl]pyridin-2-amine BrC(C)C1=CC=C(C=C1)N1C(=NC=2C1=NC(=CC2)C2=CC=CC=C2)C=2C(=NC=CC2)N